CC1(CC(C1)C(CC(=O)O)O)C 3-(3,3-dimethylcyclobutyl)-3-hydroxy-propanoic acid